(3S,4S)-3-benzyloxy-3-isopropenyl-tetrahydropyran-4-ol C(C1=CC=CC=C1)O[C@]1(COCC[C@@H]1O)C(=C)C